O=C1O[C@]2(CN([C@@H]1C2)C(=O)OC(C)(C)C)C2=CC=CC=C2 tert-butyl (1S,4R)-3-oxo-1-phenyl-2-oxa-5-azabicyclo[2.2.1]heptane-5-carboxylate